ClC1=C(C(=O)N)C=CC(=N1)C1CC1 2-chloro-6-cyclopropyl-nicotinamide